C(C1=CC=CC=C1)OC(=O)C1[N@](C1)CCCOC (S)-1-(3-methoxypropyl)aziridine-2-carboxylic acid benzyl ester